γ-methacryloxypropyltriisopropenoxysilane C(C(=C)C)(=O)OCCC[Si](OC(=C)C)(OC(=C)C)OC(=C)C